1-((1-(3,5-difluorobenzyl)-2-(difluoromethyl)-1H-imidazol-4-yl)amino)-1-oxopropan-2-yl 4-methylbenzenesulfonate CC1=CC=C(C=C1)S(=O)(=O)OC(C(=O)NC=1N=C(N(C1)CC1=CC(=CC(=C1)F)F)C(F)F)C